CN(C(CNC=1C2=C(N=C(N1)OC[C@]13CCCN3C[C@@H](C1)F)C(=C(N=C2)C2=CC(=CC1=CC=CC=C21)O)F)(C)C)C 4-(4-((2-(dimethylamino)-2-methylpropyl)amino)-8-fluoro-2-(((2R,7aS)-2-fluorotetrahydro-1H-pyrrolizin-7a(5H)-yl)methoxy)pyrido[4,3-d]pyrimidin-7-yl)naphthalen-2-ol